5-(4-cyclopropyl-1H-imidazol-1-yl)-2-fluoro-4-methylbenzoic acid hydrate O.C1(CC1)C=1N=CN(C1)C=1C(=CC(=C(C(=O)O)C1)F)C